FC1=C(C=CC=C1)N1CCN(CC1)CC=1C=C(C=CC1OC)C1NC(CC2=C1NC1=CC=CC=C21)C(=O)O 1-(3-((4-(2-fluorophenyl)piperazine-1-yl)methyl)-4-methoxyphenyl)-2,3,4,9-tetrahydro-1H-pyrido[3,4-B]indole-3-carboxylic acid